(5S)-2-(4-chloro-2-methyl-6-(4,4,5,5-tetramethyl-1,3,2-dioxaborolan-2-yl)benzyl)-4-(4-methoxybenzyl)-5-methylmorpholine ClC1=CC(=C(CC2CN([C@H](CO2)C)CC2=CC=C(C=C2)OC)C(=C1)B1OC(C(O1)(C)C)(C)C)C